CC(C(=O)O)(C=O)C 2,2-dimethyl-3-oxo-propionic acid